OCC=1N=NN(C1)CC=1C=C(CN2N=NC(=C2)COCC(C(=O)O)(C)C)C=C(C1)C (1-(3-((4-(hydroxymethyl)-1H-1,2,3-triazol-1-yl)methyl)-5-methylbenzyl)-1H-1,2,3-triazol-4-yl)methoxy-2,2-dimethylpropanoic acid